5-(oxiran-2-yl)-7-(trifluoromethyl)benzo[d]Oxazole O1C(C1)C=1C=C(C2=C(N=CO2)C1)C(F)(F)F